C(#N)C1=CC=C(C=C1)C1(CCN(CC1)C(=O)C=1C(=CC(=C(C1)C1=C(C(=O)N)C=CC=N1)C)C)F (5-(4-(4-cyanophenyl)-4-fluoropiperidine-1-carbonyl)-2,4-dimethylphenyl)nicotinamide